2-(1-tert-butoxycarbonyl-3-methyl-azetidin-3-yl)acetic acid C(C)(C)(C)OC(=O)N1CC(C1)(C)CC(=O)O